OC1C(C=CC2=CC=CC=C12)OC(=O)N1C(C(C2=CC=CC=C12)C1=CC=CC=C1)=O.CC(C)OC1=CC=C(C=C1)C1=NN2C(=NC=3C=CC=CC3C2=N1)NC=1C(N=CC=CC1)=O (3R)-3-[(2-{4-[(prop-2-yl)oxy]phenyl}[1,2,4]triazolo[1,5-c]quinazolin-5-yl)amino]azepin-2-one (1-hydroxy-1,2-dihydronaphthalen-2-yl)-2-oxo-3-phenylindoline-1-carboxylate